C(#N)C=1C=C(C=NC1N1N=CC=N1)NC(=O)C=1C=NN(C1C(F)(F)F)C1=NC(=CC=C1Cl)Cl N-(5-cyano-6-(2H-1,2,3-triazol-2-yl)pyridin-3-yl)-1-(3,6-dichloropyridin-2-yl)-5-(trifluoromethyl)-1H-pyrazole-4-carboxamide